CC1=CC=2C=NC(=CC2N1COCC[Si](C)(C)C)N=C(C1=CC=CC=C1)C1=CC=CC=C1 N-(2-methyl-1-{[2-(trimethylsilyl)ethoxy]methyl}pyrrolo[3,2-c]pyridin-6-yl)-1,1-diphenylmethanimine